FC(C(O)C1=CC2=C(N=C(N=C2)NC2=NC=C(C=C2)N2CCNCC2)C(=N1)N1CCOCC1)(F)F 2,2,2-trifluoro-1-[8-morpholin-4-yl-2-[(5-piperazin-1-ylpyridin-2-yl)amino]pyrido[3,4-d]pyrimidin-6-yl]ethanol